(3-(5,5-dimethyl-1,3-dioxan-2-yl)phenyl)methanol CC1(COC(OC1)C=1C=C(C=CC1)CO)C